C1(CC1)[C@@H]1N(C2=CC=C(C=C2[C@@H]([C@H]1C)NC=1C=NC(=CC1)O)F)C(C)=O 1-((2S,3R,4R)-2-cyclopropyl-6-fluoro-4-((6-hydroxypyridin-3-yl)amino)-3-methyl-3,4-dihydroquinolin-1(2H)-yl)ethanone